tert-butyl (1R,3S,4R)-3-[7-(5-{2-[di(propan-2-yl)carbamoyl]-4-fluorophenoxy}pyrimidin-4-yl)-2,7-diazaspiro[4.4]nonane-2-carbonyl]-2-azabicyclo[2.2.2]octane-2-carboxylate CC(C)N(C(=O)C1=C(OC=2C(=NC=NC2)N2CC3(CCN(C3)C(=O)[C@H]3N(C4CCC3CC4)C(=O)OC(C)(C)C)CC2)C=CC(=C1)F)C(C)C